5-(1,3-dimethyl-1H-pyrazol-4-yl)-1,3,4-oxadiazol CN1N=C(C(=C1)C1=NN=CO1)C